(1-isobutyl-6-oxo-5-(trifluoromethyl)-1,6-dihydropyridin-3-yl)boronic acid C(C(C)C)N1C=C(C=C(C1=O)C(F)(F)F)B(O)O